Racemic-anti-2-[18F]fluoro-1-amino-cyclopentanecarboxylic acid [18F]C1C(CCC1)(C(=O)O)N